N1C=C(C2=CC=CC=C12)CCNCC(=O)O N-(3-indolylethyl)glycine